C(CCCCCC)S(=O)(=O)N 1-heptanesulfonamide